CC1=CC=C2C(=N1)NN=C2 6-methyl-1H-pyrazolo[3,4-b]pyridin